perfluoro heptyl ethylene (3S,4R)-4-amino-3-methoxypiperidine-1-formate N[C@H]1[C@H](CN(CC1)C(=O)O)OC.FC(=C(F)F)C(C(C(C(C(C(C(F)(F)F)(F)F)(F)F)(F)F)(F)F)(F)F)(F)F